FC(C1=NC=C(C=N1)C1=CC=CC=N1)(F)F 6-[2-(trifluoromethyl)pyrimidin-5-yl]pyridine